CC(=CCC=1C(=C(C(=CC1O)CCCCC)S(=O)(=O)C1CN(CCC1)C(C)=O)O)CCC=C(C)C 1-(3-((3-(3,7-dimethylocta-2,6-dien-1-yl)-2,4-dihydroxy-6-pentylphenyl)sulfonyl)piperidin-1-yl)ethan-1-one